FC=1C(=CC(=NC1)OC)C1=CC(=NN1)C(=O)N1C2(CC2)C[C@H](CC1)C(=O)NC1CNCC1 (7S)-4-(5-(5-fluoro-2-methoxypyridin-4-yl)-1H-pyrazole-3-carbonyl)-N-(pyrrolidin-3-yl)-4-azaspiro[2.5]octane-7-carboxamide